ClC(C1=C(C=CC=C1)C(Cl)(Cl)Cl)(Cl)Cl 1,2-bis(trichloromethyl)benzene